C1(CC1)NC(=O)C=1C=CC(=C(C1)C=1C=NC(=C(C(=O)NC)C1)NC1(CCC1)CO)C 5-(5-(cyclopropylcarbamoyl)-2-methylphenyl)-2-((1-(hydroxymethyl)cyclobutyl)amino)-N-methylnicotinamide